1-(3,4-Dichlorophenethyl)guanidine hydrochloride Cl.ClC=1C=C(CCNC(=N)N)C=CC1Cl